(S)-1-(2-(trifluoromethyl)pyrimidin-5-yl)ethan-1-amine FC(C1=NC=C(C=N1)[C@H](C)N)(F)F